O[C@H](C(=O)[O-])CC (S)-hydroxybutyrate